OC(CC1OC(C2=NC3=CC=CC=C3N=C21)=O)O 3-(dihydroxyethyl)furo[3,4-b]quinoxalin-1-one